N-[(3S)-2,3,4,5-tetrahydro-1-methyl-2-oxo-1H-1-benzazepin-3-yl]-1-piperazinecarboxamide CN1C([C@H](CCC2=C1C=CC=C2)NC(=O)N2CCNCC2)=O